nonylmethyldiethoxysilane C(CCCCCCCC)[Si](OCC)(OCC)C